4-amino-2,6-dimethylbenzene NC1=CC(=CC(=C1)C)C